C(=O)[O-].C(=O)[O-].[Ca+2] calcium diformate